BrC1N(C=C(C=C1)C(C)C)O 2-Bromo-5-isopropyl-1-(oxidanyl)-pyridine